BrC=1N=C(N2C1C(=NC=C2)NCC2=C(C=C(C=C2)OC)OC)[C@]2(CC[C@@H](N(C2)C(=O)OCC2=CC=CC=C2)CO[Si](C2=CC=CC=C2)(C2=CC=CC=C2)C(C)(C)C)C (2R,5S)-benzyl 5-(1-bromo-8-((2,4-dimethoxybenzyl)amino)imidazo[1,5-a]pyrazin-3-yl)-2-(((tert-butyldiphenylsilyl)oxy)methyl)-5-methylpiperidine-1-carboxylate